(S)-3-(4-(3-(4-methoxybenzyl)-2,4-dioxotetrahydropyrimidin-1(2H)-yl)isoquinolin-8-yl)Pyrrolidine-1-carboxylic acid tert-butyl ester C(C)(C)(C)OC(=O)N1C[C@@H](CC1)C=1C=CC=C2C(=CN=CC12)N1C(N(C(CC1)=O)CC1=CC=C(C=C1)OC)=O